ClC=1C=C2C(=C3C4(NC(NC13)=O)CCCCC4)OC(=C2)CN(CCO)CC 5'-chloro-2'-{[ethyl(2-hydroxyethyl)amino]methyl}-7',8'-dihydro-6'H-spiro[cyclohexane-1,9'-furo[2,3-f]quinazoline]-7'-one